2-(4-Methoxyphenylsulfonyl)-5-bromo-1,2,3,4-tetrahydroisoquinoline COC1=CC=C(C=C1)S(=O)(=O)N1CC2=CC=CC(=C2CC1)Br